N-(4-((2-chloro-6-fluorophenyl)carbamoyl)-2-fluoro-5-(((S)-1,1,1-trifluoropropan-2-yl)oxy)phenyl)-5-oxopyrrolidine-1-carboxamide ClC1=C(C(=CC=C1)F)NC(=O)C1=CC(=C(C=C1O[C@H](C(F)(F)F)C)NC(=O)N1CCCC1=O)F